OC(C)(C)C1=CC(=NC(=C1)C=1SC(=CN1)C(F)(F)F)NC1=CC2=C(C=N1)N(C(N2)=O)C([2H])([2H])[2H] 6-((4-(2-hydroxypropan-2-yl)-6-(5-(trifluoromethyl)thiazol-2-yl)pyridin-2-yl)amino)-3-(methyl-d3)-2-oxo-2,3-dihydro-1H-imidazo[4,5-c]pyridin